tert-butyl N-[(3S)-5,5,7-trifluoro-8-(hydrazinecarbonyl)-2-oxo-1-[[4-(trifluoromethoxy)phenyl]methyl]-3,4-dihydro-1-benzazepin-3-yl]carbamate FC1(C[C@@H](C(N(C2=C1C=C(C(=C2)C(=O)NN)F)CC2=CC=C(C=C2)OC(F)(F)F)=O)NC(OC(C)(C)C)=O)F